OC(CCCCCCC(=O)O)CCCCCCCCCCCCC 8-Hydroxy-heneicosanoic acid